FC(C1=NN=C(O1)C=1C=CC(=NC1)CN(C(=O)C1(CN(C1)C1CCN(CC1)CC)F)C1=CC=CC=C1)F N-((5-(5-(difluoromethyl)-1,3,4-oxadiazol-2-yl)pyridin-2-yl)methyl)-1-(1-ethylpiperidin-4-yl)-3-fluoro-N-phenylazetidine-3-carboxamide